diethylhexyllithium C(C)C(CCCCC)([Li])CC